C1(CC1)CN1C(=CC2=C1N=CN=C2)C2=NC1=C(N2C)C(=CC=C1)OC 2-[7-(cyclopropylmethyl)-7H-pyrrolo[2,3-d]pyrimidin-6-yl]-7-methoxy-1-methyl-1H-1,3-benzodiazole